C1(=CC=CC=C1)C1=NC(=CC(=N1)C=1C=C(C=C(C1)N1C2=CC=CC=C2C=2C=C(C=CC12)N1C2=C(C=3C=CC=CC13)N=CC=C2)N2C1=CC=CC=C1C=1C=C(C=CC21)N2C1=C(C=3C=CC=CC23)N=CC=C1)C1=CC=CC=C1 5,5'-((5-(2,6-diphenylpyrimidin-4-yl)-1,3-phenylene)bis(9H-carbazole-9,3-diyl))bis(5H-pyrido[3,2-b]indole)